C1(CC1)C1=NC=NC(=C1C1=NC(=C2NC=NC2=N1)N1[C@H](CCC1)C1=CC=C(C=C1)C=1N(C=C(N1)C(F)(F)F)C(C)C)OC |r| racemic-2-(4-cyclopropyl-6-methoxypyrimidin-5-yl)-6-(2-(4-(1-isopropyl-4-(trifluoromethyl)-1H-imidazol-2-yl)phenyl)pyrrolidin-1-yl)-7H-purine